FC(OC1=CC=C(C=C1)N1C(C2=C(C=3C=CC(=NC13)OCC)NC(=N2)OC)=O)F 5-(4-(difluoromethoxy)phenyl)-7-ethoxy-2-methoxy-1,5-dihydro-4H-imidazo[4,5-c][1,8]Naphthyridin-4-one